N[C@H]1C2N(CC1CC2)C(=O)C2=CC1=C(N(C(=N1)C1=CC=3C(=NC(=CC3)C3=CC=C(OCCO)C=C3)N1CC1CC1)C)C(=C2)OC 2-[4-(2-{5-[(7R)-7-amino-2-azabicyclo[2.2.1]heptane-2-carbonyl]-7-methoxy-1-methyl-1H-1,3-benzodiazol-2-yl}-1-(cyclopropylmethyl)-1H-pyrrolo[2,3-b]pyridin-6-yl)phenoxy]ethan-1-ol